2,5-dimethyl-2,5-bis(2-ethylhexanoylperoxy)-hexane CC(C)(CCC(C)(OOC(C(CCCC)CC)=O)C)OOC(C(CCCC)CC)=O